Z-Allen C=C=C